[Li].OCCCS(=O)(=O)O 3-hydroxy-1-propanesulfonic acid lithium